1-(3-chloropyridin-2-yl)-3-chloro-1H-pyrazole ClC=1C(=NC=CC1)N1N=C(C=C1)Cl